9-ethyl-N-((2'-methyl-[2,4'-bipyridin]-5-yl)methyl)-2-(pyrimidin-5-yl)-9H-purin-6-amine C(C)N1C2=NC(=NC(=C2N=C1)NCC=1C=CC(=NC1)C1=CC(=NC=C1)C)C=1C=NC=NC1